Isodecylphosphite C(CCCCCCC(C)C)OP([O-])[O-]